C(CCCCCCCCCCCCCCC)N([C@@H](C)C(=O)O)[P@](=O)(OC1=CC=CC=C1)OC[C@]1(O[C@H](C[C@@H]1O)N1C2=NC(=NC(=C2N=C1)N)F)C#C.C(C1CO1)OC1=CC=CC2=C(C=CC=C12)OCC1CO1 1,5-di(glycidoxy)naphthalene Hexadecyl-((R)-(((2R,3S,5R)-5-(6-amino-2-fluoro-9H-purin-9-yl)-2-ethynyl-3-hydroxytetrahydrofuran-2-yl)methoxy)(phenoxy)phosphoryl)-L-alaninate